ethyl 6-(4-(3-cyanophenoxy)piperidin-1-yl)-5-methylpyridazine-3-carboxylate C(#N)C=1C=C(OC2CCN(CC2)C2=C(C=C(N=N2)C(=O)OCC)C)C=CC1